C(C=C)(=O)O.NCCC(=O)O.NCCC(=O)O diβ-alanine acrylate